O([Si](C)(C)C(C)(C)C)C1CC(=O)OC(C1)=O 3-(t-butyldimethylsiloxy)glutaric anhydride